NC1=NC(=NC=C1CO)C 4-amino-5-hydroxymethyl-2-methyl-pyrimidine